FC(C(=O)O)(F)F.FC1C(CCC(C1)C1CCNCC1)C1C(NC(CC1)O)O 3-[2-fluoro-4-(piperidin-4-yl)cyclohexyl]piperidine-2,6-diol trifluoroacetic acid salt